COC1=C(C=CC(=C1)S(=O)(=O)C)NCC#CC=1N(C=2C=CC=C(C2C1)NC1CC2(CNC2)C1)CC(F)(F)F 2-(3-((2-methoxy-4-(methylsulfonyl)phenyl)amino)prop-1-yn-1-yl)-N-(2-azaspiro[3.3]heptan-6-yl)-1-(2,2,2-trifluoroethyl)-1H-indol-4-amine